5-bromo-N2-(1,3-dimethylindazol-5-yl)-N4-(2-dimethylphosphorylphenyl)pyrimidine-2,4-diamine BrC=1C(=NC(=NC1)NC=1C=C2C(=NN(C2=CC1)C)C)NC1=C(C=CC=C1)P(=O)(C)C